(S)-5-((4-((2-hydroxy-1-phenylethyl)amino)-5-(1,3,4-oxadiazol-2-yl)pyridin-2-yl)amino)isoindolin-1-one OC[C@H](C1=CC=CC=C1)NC1=CC(=NC=C1C=1OC=NN1)NC=1C=C2CNC(C2=CC1)=O